1-ethyl-3-methylimidazolium L-alanine salt N[C@@H](C)C(=O)[O-].C(C)N1C=[N+](C=C1)C